COC=1C=C(C=C(C1)N1N=C(C2=CC=CC=C12)C1=CC=C(C=C1)C(F)(F)F)NC(C=C)=O N-(3-methoxy-5-(3-(4-(trifluoromethyl)phenyl)-1H-indazol-1-yl)phenyl)acrylamide